2-(2-chlorophenyl)-N-(4-((2,4-dichlorophenoxy)methyl)-3-sulfamylphenyl)acetamide ClC1=C(C=CC=C1)CC(=O)NC1=CC(=C(C=C1)COC1=C(C=C(C=C1)Cl)Cl)S(N)(=O)=O